N-(4-{bicyclo[3.1.0]hexan-3-yl(methyl)amino}-3-fluorophenyl)-2-(pyrrolidin-1-yl)-5-(2,2,2-trifluoroethyl)oxazole-4-carboxamide C12CC(CC2C1)N(C1=C(C=C(C=C1)NC(=O)C=1N=C(OC1CC(F)(F)F)N1CCCC1)F)C